Pyrazine-5(4H)-carboxylic acid tert-butyl ester C(C)(C)(C)OC(=O)C=1NCC=NC1